(R)-4-(2,4-difluoro-6-(2-methoxyethoxy)phenyl)-3-((R)-4-methyl-4,5,6,7-tetrahydropyrazolo[1,5-a]pyrazin-2-yl)-2,7-naphthyridin-1-yl trifluoromethanesulfonate FC(S(=O)(=O)OC1=NC(=C(C2=CC=NC=C12)C1=C(C=C(C=C1OCCOC)F)F)C1=NN2C([C@H](NCC2)C)=C1)(F)F